CC(=CCC1=C(C=C(C(=C1O)C1=NC(=NO1)C)CCCCC)O)CCC=C(C)C 2-(3,7-dimethylocta-2,6-dien-1-yl)-4-(3-methyl-1,2,4-oxadiazol-5-yl)-5-pentylbenzene-1,3-diol